NC=1NC(C2=C(N1)NC(=C2C2=C(C=CC=C2)C(F)(F)F)C2=CC=CC=C2)=O 2-amino-6-phenyl-5-(2-(trifluoromethyl)phenyl)-3,7-dihydro-4H-pyrrolo[2,3-d]pyrimidin-4-one